β-2-pyridyl-D-alanine N1=C(C=CC=C1)C[C@@H](N)C(=O)O